6-((2-((tert-butoxycarbonyl) amino)-2-methylpropyl) carbamoyl)-5-fluoro-6-methoxy-1H-indole-1-carboxylate C(C)(C)(C)OC(=O)NC(CNC(=O)C1(C(=CC2=CCN(C2=C1)C(=O)[O-])F)OC)(C)C